dioctylstannan C(CCCCCCC)[SnH2]CCCCCCCC